C(C)(C)(C)OC(=O)N(C1=C(C(=NN1C(C)C)C1=C(C=C(C=C1)CC(=O)O)F)C#N)C(=O)OC(C)(C)C 2-[4-[5-[bis(tert-Butoxycarbonyl)amino]-4-cyano-1-isopropyl-pyrazol-3-yl]-3-fluoro-phenyl]acetic acid